3-(5-((2-(2,6-diazaspiro[3.3]heptan-2-yl)pyrimidin-5-yl)ethynyl)-3-methyl-2-oxo-2,3-dihydro-1H-benzo[d]imidazol-1-yl)piperidine-2,6-dione C1N(CC12CNC2)C2=NC=C(C=N2)C#CC2=CC1=C(N(C(N1C)=O)C1C(NC(CC1)=O)=O)C=C2